((2R,3S,5R)-5-(6-amino-2-fluoro-9H-purin-9-yl)-2-ethynyl-3-hydroxytetrahydrofuran-2-yl)methyl octadecylcarbamate C(CCCCCCCCCCCCCCCCC)NC(OC[C@]1(O[C@H](C[C@@H]1O)N1C2=NC(=NC(=C2N=C1)N)F)C#C)=O